2-chloro-5-(1,4-dimethyl-1H-pyrazol-5-yl)pyrimidine ClC1=NC=C(C=N1)C1=C(C=NN1C)C